O1CCN(CC1)CC1=CC(=NC(=C1)NC=1SC(=CN1)C=1N=C(NC1)C1=CC=CC=C1)N[C@@H]1CN(CCC1)C(C=C)=O (S)-1-(3-((4-(morpholinomethyl)-6-((5-(2-phenyl-1H-imidazol-4-yl)thiazol-2-yl)amino)pyridine-2-yl)amino)piperidin-1-yl)prop-2-en-1-one